OCCNC(CO)(CO)CO (2-hydroxyethyl)amino-tris(hydroxymethyl)methane